COC(=O)C1=C2C(=NC=C1C=1C=NN(C1C)CC13CC4CC(CC(C1)C4)C3)N(C=N2)C=2C=NC(=CC2)NC=2SC3=C(N2)C=CC=C3 6-(1-(adamantan-1-ylmethyl)-5-methyl-1H-pyrazol-4-yl)-3-(6-(benzo[d]thiazol-2-ylamino)pyridin-3-yl)-3H-imidazo[4,5-b]pyridine-7-carboxylic acid methyl ester